1-((phenylsulfinyl)methyl)-4-(trifluoromethyl)benzene methyl-3-(tert-butyl)-2-fluoro-5-formyl-6-hydroxybenzoate COC(C1=C(C(=CC(=C1O)C=O)C(C)(C)C)F)=O.C1(=CC=CC=C1)S(=O)CC1=CC=C(C=C1)C(F)(F)F